3-chloro-6-oxopyridazin ClC1=NNC(C=C1)=O